nickel-iron dihydroxyoxide OOO.[Fe].[Ni]